C1CC12CN([C@@H](C2)C(=O)OC)C(=O)OC(C)(C)C 5-Tert-butyl 6-methyl (6S)-5-azaspiro[2.4]heptane-5,6-dicarboxylate